ClC=1C=C2C=CN(C2=C(C1)C1=C2C(=NC=C1)C=C(S2)CN2C(N(N=CC2=O)C)=O)CC2(CCNCC2)C#N 4-((5-Chloro-7-(2-((2-methyl-3,5-dioxo-2,5-dihydro-1,2,4-triazine-4(3H)-yl)methyl)thieno[3,2-b]pyridin-7-yl)-1H-indol-1-yl)methyl)piperidine-4-carbonitrile